5-methoxy-2,2-dimethyl-N-(3-methyl-1-(2-(1-methylpiperidin-4-yl)ethyl)-1H-indazol-6-yl)2H-chromen-6-carboxamide COC1=C2C=CC(OC2=CC=C1C(=O)NC1=CC=C2C(=NN(C2=C1)CCC1CCN(CC1)C)C)(C)C